Phytyl-cysteine methyl ester COC([C@@H](NC\C=C(/C)\CCC[C@H](C)CCC[C@H](C)CCCC(C)C)CS)=O